[Na+].C(CCCCC)S(=O)(=O)[O-] 1-hexanesulfonic acid sodium salt